C(C)S(=O)(=O)N1CC(C1)(N1N=CC(=C1)C=1C2=C(N=CN1)N(C=C2)S(=O)(=O)C2=CC=C(C)C=C2)CC#N 2-{1-(ethylsulfonyl)-3-[4-(7-tosyl-7H-pyrrolo[2,3-d]pyrimidin-4-yl)-1H-pyrazol-1-yl]azetidin-3-yl}acetonitrile